2-(1-(5-oxo-4-((3,4,5-trimethoxyphenyl)amino)-5,6-dihydropyrimido[4,5-d]pyridazin-2-yl)piperidin-4-yl)acetonitrile O=C1C2=C(C=NN1)N=C(N=C2NC2=CC(=C(C(=C2)OC)OC)OC)N2CCC(CC2)CC#N